BrC=1C(=C2C(=NC1)NC(=N2)C2=C(N(C(=C2)C)C2=CC=C(C=C2)S(=O)(=O)N2CCOCC2)C)NC=2C=C(C=CC2)S(=O)(=O)N 3-((6-bromo-2-(2,5-dimethyl-1-(4-(morpholinosulfonyl)phenyl)-1H-pyrrol-3-yl)-3H-imidazo[4,5-b]pyridine-7-yl)amino)benzenesulfonamide